3-(5-((4-(5-methylthiophene-2-yl)piperazine-1-yl)methyl)-1-oxoisoindolin-2-yl)piperidine-2,6-dione CC1=CC=C(S1)N1CCN(CC1)CC=1C=C2CN(C(C2=CC1)=O)C1C(NC(CC1)=O)=O